CC1=CC=C(C2=CC=CC=C12)C1=CC2=C(C3=CC=CC=C3C(=C2C=C1)C1=CC=CC=C1)C1=CC=CC2=CC=CC=C12 2-(4-methyl-1-naphthyl)-9-(1-naphthyl)-10-phenylanthracene